N-(6-bromo-2-methoxy-3-pyridyl)-3-(4-fluorophenyl)-5-methyl-isoxazole-4-carboxamide BrC1=CC=C(C(=N1)OC)NC(=O)C=1C(=NOC1C)C1=CC=C(C=C1)F